C(C)C1=CC=C(C=CC(=O)N)C=C1 4-ethyl-cinnamic acid amide